2,2-Difluoro-3-((1S,3R)-1-(2-(((R)-1-(3-fluoropropyl)pyrrolidin-3-yl)amino)thiazol-5-yl)-3-methyl-1,3,4,9-tetrahydro-2H-pyrido[3,4-b]indol-2-yl)propan-1-ol FC(CO)(CN1[C@@H](C=2NC3=CC=CC=C3C2C[C@H]1C)C1=CN=C(S1)N[C@H]1CN(CC1)CCCF)F